BrC1=CC=C(C=C1)C1CCN(CC1)C1=C(C=C(C=C1)[N+](=O)[O-])F 4-(4-bromophenyl)-1-(2-fluoro-4-nitro-phenyl)piperidine